((4S,5S)-5-(2-fluorophenyl)-2-methyl-1,3-dioxolan-4-yl)methanol FC1=C(C=CC=C1)[C@H]1[C@@H](OC(O1)C)CO